tert-butyl 3,3-difluorohexahydropyrrolo[3,2-b]pyrrole-1(2H)-carboxylate FC1(C2C(N(C1)C(=O)OC(C)(C)C)CCN2)F